[Zr].[Al].[Ti] TITANIUM-ALUMINUM-ZIRCONIUM